P(=O)([O-])([O-])[O-].C(=C)[NH2+]CCCCCCCCCCCCCCCC.C(=C)[NH2+]CCCCCCCCCCCCCCCC.C(=C)[NH2+]CCCCCCCCCCCCCCCC vinyl-hexadecyl-ammonium phosphate